C1(CCCCCC1)[C@@H](C(=O)NC1=CC=C(C=C1)C=1C(=[N+](C=CC1C)[O-])C)NC(=O)C1=CC=NN1C(C)C (S)-3-(4-(2-cycloheptyl-2-(1-isopropyl-1H-pyrazole-5-carboxamido)acetamido)phenyl)-2,4-dimethylpyridine 1-oxide